1-((6-Methyl-4-oxo-1,4-dihydropyrimidin-2-yl)amino)-1,10,25-trioxo-26,29,32,35,38,41,44,47,50,53,56,59,62-tridecaoxa-2,9,11,24-tetraazapentahexacontan-65-oic acid CC1=CC(N=C(N1)NC(NCCCCCCNC(NCCCCCCCCCCCCNC(OCCOCCOCCOCCOCCOCCOCCOCCOCCOCCOCCOCCOCCC(=O)O)=O)=O)=O)=O